1-[6,7-Dimethyl-4-(methylamino)-1,3-dihydro-2H-pyrrolo[3,4-c]pyridin-2-yl]-2-[1-(pyridin-3-yl)azetidin-3-yl]ethanon CC1=C(C2=C(C(=N1)NC)CN(C2)C(CC2CN(C2)C=2C=NC=CC2)=O)C